C1(=CC=CC=C1)C1=NC=C(C(=N1)C1=CC=CC=C1)B(O)O 2,4-DIPHENYL-5-PYRIMIDINYLBORONIC ACID